FCCCOC=1C=C(C=NC1)NC=C1C(OC(OC1=O)(C)C)=O 5-(((5-(3-Fluoropropoxy)pyridin-3-yl)amino)methylene)-2,2-dimethyl-1,3-dioxane-4,6-dione